BrC1=CC=C(C=C1)N1C(N(C2(C1)CCOCC2)CC=2C=C(C(=O)NC)C=CC2)=O 3-((3-(4-bromophenyl)-2-oxo-8-oxa-1,3-diazaspiro[4.5]decan-1-yl)methyl)-N-methylbenzamide